ClC1=CC2=C(C(=N1)C1=C(C=C(C=C1)C(F)(F)F)F)CNC2=O 6-chloro-4-[2-fluoro-4-(trifluoromethyl)phenyl]-2,3-dihydropyrrolo[3,4-c]pyridin-1-one